4-((6-bromo-2-methoxyquinolin-3-yl)methyl)-6-ethoxy-N,N-dimethylpyridine-2-amine BrC=1C=C2C=C(C(=NC2=CC1)OC)CC1=CC(=NC(=C1)OCC)N(C)C